BrC1=CN(C2=C1C(=NC=C2)Cl)COCC[Si](C)(C)C 3-bromo-4-chloro-1-((2-(trimethylsilyl)ethoxy)methyl)-1H-pyrrolo[3,2-c]pyridine